N-((R)-1-(3-amino-5-(trifluoromethyl)phenyl)ethyl)-7-methoxy-2-methyl-6-(((S)-1-(methylsulfonyl)pyrrolidin-2-yl)methoxy)quinazolin-4-amine NC=1C=C(C=C(C1)C(F)(F)F)[C@@H](C)NC1=NC(=NC2=CC(=C(C=C12)OC[C@H]1N(CCC1)S(=O)(=O)C)OC)C